7-bromo-6-fluoro-2,2-dimethylchroman-4-one BrC1=C(C=C2C(CC(OC2=C1)(C)C)=O)F